2-chloro-6-[3-[(1R,2S,4S)-norbornan-2-yl]Oxypyrazol-1-yl]Pyridine-3-carboxylic acid tert-butyl ester C(C)(C)(C)OC(=O)C=1C(=NC(=CC1)N1N=C(C=C1)O[C@@H]1[C@@H]2CC[C@H](C1)C2)Cl